N-(5-cyclopentyl-1H-pyrazol-3-yl)-2-[(3R)-3-(methylaminomethyl)pyrrolidin-1-yl]pyrimidin-4-amine C1(CCCC1)C1=CC(=NN1)NC1=NC(=NC=C1)N1C[C@H](CC1)CNC